(R)-tert-Butyl (1-(3-amino-4-(methylamino)benzoyl)piperidin-3-yl)carbamate NC=1C=C(C(=O)N2C[C@@H](CCC2)NC(OC(C)(C)C)=O)C=CC1NC